BrC=1C(=C2C(CC(C2=CC1)=O)C(F)(F)F)F 5-bromo-4-fluoro-3-(trifluoromethyl)-2,3-dihydro-1H-inden-1-one